C(C)OCCN(CCC(=C)C1=CC=CC=C1)CCOCC 1-di-(ethoxyethyl)amino-3-phenylbut-3-ene